C(C1=CC=CC=C1)N(CC1OC1)CC1=CC=CC=C1 N,N-Dibenzyl-1-(oxiran-2-yl)methanamine